2-[4,5-bis(4-methoxyphenyl)oxazol-2-yl]sulfanyl-N-methyl-acetamide COC1=CC=C(C=C1)C=1N=C(OC1C1=CC=C(C=C1)OC)SCC(=O)NC